1-[1-[5-Chloro-2-[2-chloro-4-(4-methylpiperazin-1-yl)phenyl]phenyl]-3-piperidyl]-5-(trifluoromethyl)pyrazole-4-carboxylic acid ClC=1C=CC(=C(C1)N1CC(CCC1)N1N=CC(=C1C(F)(F)F)C(=O)O)C1=C(C=C(C=C1)N1CCN(CC1)C)Cl